C(CCCC)[Al]CCCCC di-n-pentyl-aluminum